8-((6-chloropyridin-3-yl)methyl)-3-(1-phenylethyl)-2-thioxo-2,8-dihydropyrido[2,3-d]pyrimidin-4(3H)-one ClC1=CC=C(C=N1)CN1C=CC=C2C1=NC(N(C2=O)C(C)C2=CC=CC=C2)=S